O=C1N(C(C2=CC=CC=C12)=O)[C@H]1CCC2C(C2N(C1=O)C)C(=O)OCC ethyl (4S)-4-(1,3-dioxoisoindolin-2-yl)-6-methyl-5-oxo-6-azabicyclo[5.1.0]octane-8-carboxylate